4-methyleneheptanoylcarnitine C=C(CCC(=O)C(O)(C[N+](C)(C)C)CC([O-])=O)CCC